tetrazine HCl salt Cl.N1=NN=NC=C1